FC(C1=CC=C(C=C1)C=1N=C(SC1)N)(F)F 4-(4-(trifluoromethyl)phenyl)thiazol-2-amine